α-Hydroxyhexandial OC(C=O)CCCC=O